2-[2-[[5-[3-(dimethylamino)prop-1-ynyl]-1,3-benzothiazol-2-yl]methylcarbamoyl]indan-2-yl]acetic acid CN(CC#CC=1C=CC2=C(N=C(S2)CNC(=O)C2(CC3=CC=CC=C3C2)CC(=O)O)C1)C